nicotine sulfate salt S(=O)(=O)(O)O.N1=CC=CC(=C1)C1N(C)CCC1